2-((1-(5,6-diphenylpyrazin-2-yl)piperidin-2-yl)methoxy)acetic acid C1(=CC=CC=C1)C=1N=CC(=NC1C1=CC=CC=C1)N1C(CCCC1)COCC(=O)O